ClC1=NC=C(C(=C1)C1=C(C=NC(=C1)C)C(=O)NC=1SC2=C(C=NC(=C2)C2=C(N=NN2C)C(F)F)N1)OC 2'-chloro-N-(6-(4-(difluoromethyl)-1-methyl-1H-1,2,3-triazol-5-yl)thiazolo[4,5-c]pyridin-2-yl)-5'-methoxy-6-methyl-[4,4'-bipyridine]-3-carboxamide